BrC1=CC2=C(N=C(N=C2)NC2CN(C2)C(=O)OC(C)(C)C)N(C1=O)C tert-butyl 3-((6-bromo-8-methyl-7-oxo-7,8-dihydropyrido[2,3-d]pyrimidin-2-yl)amino)azetidine-1-carboxylate